ClC1=NC=C(C(=C1)C1=C(C=NC(=C1)C)C(=O)NC=1SC=2C(=NC=C(N2)C2CC(CC2)C(=O)OCC)N1)OC (Racemic)-ethyl 3-(2-{2'-chloro-5'-methoxy-6-methyl-[4,4'-bipyridine]-3-amido}-[1,3]thiazolo[4,5-b]pyrazin-6-yl)cyclopentane-1-carboxylate